C1(=CC=CC=C1)NC1CCN(CC1)S(=O)(=O)C1=CC=CC=C1 N-PHENYL-1-(PHENYLSULFONYL)PIPERIDIN-4-AMINE